(R)-N-((R)-1-(4-amino-6-(trifluoromethyl)pyridin-2-yl)ethyl)-2-methylpropane-2-sulfinamide NC1=CC(=NC(=C1)C(F)(F)F)[C@@H](C)N[S@](=O)C(C)(C)C